6-methoxy-2-[(3R)-3-methylpiperazin-1-yl]-1,3-benzothiazole COC1=CC2=C(N=C(S2)N2C[C@H](NCC2)C)C=C1